C(C)N1[C@@H](CCC1)C(=O)C(C1=C(C=CC(=C1)F)S(=O)(=O)NC1=C(C2=C([C@@H]3[C@H](CO2)C3)C=C1)C(=O)O)N |&1:25,26| (1aRS,7bSR)-5-{2-[((S)-1-ethylpyrrolidin-2-yl)carbonyl-aminomethyl]-4-fluorobenzene-sulfonylamino}-1,1a,2,7b-tetrahydrocyclopropa[c]benzopyran-4-carboxylic acid